2-chloro-N-[(1r,3s)-3-{[2-(trifluoromethyl)quinolin-4-yl]amino}cyclohexyl]benzamide ClC1=C(C(=O)N[C@H]2C[C@H](CCC2)NC2=CC(=NC3=CC=CC=C23)C(F)(F)F)C=CC=C1